N-(3-(5-(2-((2-(2-aminoethoxy)ethyl)amino)pyrimidin-4-yl)-2-(tert-butyl)thiazol-4-yl)-2-fluorophenyl)-2,6-difluorobenzenesulfonamide NCCOCCNC1=NC=CC(=N1)C1=C(N=C(S1)C(C)(C)C)C=1C(=C(C=CC1)NS(=O)(=O)C1=C(C=CC=C1F)F)F